(S)-4-(((3-((2-((3S,4R)-3-fluoro-4-hydroxy-4-methylpiperidin-1-yl)pyrimidin-4-yl)amino)-5-isopropylisoquinolin-8-yl)oxy)methyl)-3-methyloxazolidin-2-one F[C@H]1CN(CC[C@@]1(C)O)C1=NC=CC(=N1)NC=1N=CC2=C(C=CC(=C2C1)C(C)C)OC[C@@H]1N(C(OC1)=O)C